C(C)(C)(C)OC(=O)N[C@H](C)C1=CC=C(C=C1)Br (R)-4-(1-((t-butoxycarbonyl)amino)ethyl)bromobenzene